C(C1=CC=CC=C1)OC1=C2C(=NC(=N1)C1C(N(CC1)C(=O)OC(C)(C)C)=O)N(N=C2)C2=C(C=C(C=C2)F)F tert-butyl 3-[4-benzyloxy-1-(2,4-difluorophenyl)pyrazolo[3,4-d]pyrimidin-6-yl]-2-oxo-pyrrolidine-1-carboxylate